C(C)(C)NC(=O)C=1SC(=C(N1)C)NC(C[C@H](C(=O)N[C@H]1C2=C(CN3N(C1=O)CCC3)C=CC=C2)C)=O (R)-N4-(2-(isopropylcarbamoyl)-4-methylthiazol-5-yl)-2-methyl-N1-((S)-11-oxo-2,3,10,11-tetrahydro-1H,5H-benzo[d]pyrazolo[1,2-a][1,2]diazepin-10-yl)succinamide